2α,3α-dihydroxyurs-12,18-dien-28-oic acid C[C@@H]1CC[C@@]2(CC[C@@]3(C(=CC[C@H]4[C@]3(CC[C@@H]5[C@@]4(C[C@H]([C@H](C5(C)C)O)O)C)C)C2=C1C)C)C(=O)O